N-(3-(3,5-dimethylphenyl)-1-(2-hydroxy-2-methylpropyl)-1H-pyrazol-4-yl)pyrazolo[1,5-a]pyrimidine-3-carboxamide CC=1C=C(C=C(C1)C)C1=NN(C=C1NC(=O)C=1C=NN2C1N=CC=C2)CC(C)(C)O